methyl 6-bromo-1-(2-((tert-butyldimethylsilyl)oxy)ethyl)-1H-indazole-4-carboxylate BrC=1C=C(C=2C=NN(C2C1)CCO[Si](C)(C)C(C)(C)C)C(=O)OC